C(C)(C)(C)C(OC(NCCOCC(NCCOCCC(NCCOCC)=O)=O)=O)C1=CC=CC=C1 tert-Butyl-3,9,16-trioxo-1-phenyl-2,7,13,20-tetraoxa-4,10,17-triazadocosan